6-(6-(6-methyl-2,6-diazaspiro[3.3]heptan-2-yl)imidazo[1,2-a]pyridine-3-carbonyl)-N-(3-(trifluoromethyl)phenyl)-4,5,6,7-tetrahydrothieno[2,3-c]pyridine-3-carboxamide CN1CC2(CN(C2)C=2C=CC=3N(C2)C(=CN3)C(=O)N3CC2=C(CC3)C(=CS2)C(=O)NC2=CC(=CC=C2)C(F)(F)F)C1